N-(1-cyclobutyl-4-fluoro-6-(2-hydroxypropan-2-yl)-1H-benzo[d]imidazol-2-yl)-2-(1-methyl-cyclopropyl)acetamide 1,2,3,4-butanetetracarboxylate C(C(C(CC(=O)O)C(=O)O)C(=O)O)C(=O)O.C1(CCC1)N1C(=NC2=C1C=C(C=C2F)C(C)(C)O)NC(CC2(CC2)C)=O